N1CCC(CC1)O 4-piperidyl alcohol